1-(tert-butyl)azetidin-3-amine C(C)(C)(C)N1CC(C1)N